(R)-4'-(4-aminopiperidin-1-yl)-5-chloro-N-((5-fluoro-2-hydroxyphenyl)(1H-indol-2-yl)methyl)-[1,1'-biphenyl]-3-carboxamide NC1CCN(CC1)C1=CC=C(C=C1)C1=CC(=CC(=C1)Cl)C(=O)N[C@@H](C=1NC2=CC=CC=C2C1)C1=C(C=CC(=C1)F)O